3-(6-chloro-3-((1-(8-methyl-6-oxo-4,5-dihydro-3H,6H-2,2a,5a-triazaaceanthrylen-10-yl)ethyl)amino)pyridin-2-yl)-1,2,4-oxadiazol-5(4H)-one ClC1=CC=C(C(=N1)C1=NOC(N1)=O)NC(C)C=1C=C(C=C2C(N3CCCN4N=CC(C12)=C43)=O)C